2-(3-bromo-2-methylphenyl)ethan-1-amine BrC=1C(=C(C=CC1)CCN)C